CC1=C(OC=2CCC3=CN(N=C3C21)CC2=NC(=CC=C2)C)C(=O)NCC=2OC=CN2 8-Methyl-2-[(6-methylpyridin-2-yl)methyl]-N-(1,3-oxazol-2-ylmethyl)-4,5-dihydro-2H-furo[2,3-g]indazole-7-carboxamide